(2S)-2-methoxy-2-(4-methoxyphenyl)-N-[5-[[(3R)-1-(5-methylpyridazin-3-yl)pyrrolidin-3-yl]amino]-1,3,4-thiadiazol-2-yl]acetamide CO[C@H](C(=O)NC=1SC(=NN1)N[C@H]1CN(CC1)C=1N=NC=C(C1)C)C1=CC=C(C=C1)OC